2-(2-Chlorobenzyl)-4-(2,4-dichlorophenyl)imidazole ClC1=C(CC=2NC=C(N2)C2=C(C=C(C=C2)Cl)Cl)C=CC=C1